2-(2-chloro-4-phenylpyridin-3-yl)-6,6-dimethyl-3,4,6,7-tetrahydropyrano[3,4-d]imidazole ClC1=NC=CC(=C1C1=NC2=C(N1)COC(C2)(C)C)C2=CC=CC=C2